N-(2,2,6,6-tetramethylpiperazin-4-yl)acrylamide CC1(NC(CN(C1)NC(C=C)=O)(C)C)C